2-amino-3-(hydroxymethyl)pyridine NC1=NC=CC=C1CO